4-(1-Acryloylpiperidin-4-yl)-6-(1-methyl-1H-pyrazol-4-yl)pyrazolo[1,5-a]pyridine-3-carbonitrile C(C=C)(=O)N1CCC(CC1)C=1C=2N(C=C(C1)C=1C=NN(C1)C)N=CC2C#N